C(CCC(=O)O)(=O)O.C(CO)O ethylene glycol succinate